ammonium acetate, sodium salt [Na].C(C)(=O)[O-].[NH4+]